C(#N)\C(\C(=O)NC(OCC)=O)=N/NC1=CC(=C(C(=C1)Cl)OC=1C=C2C=CC=NC2=CC1)Cl (E)-ethyl (2-cyano-2-(2-(3,5-dichloro-4-(quinolin-6-yloxy)phenyl)hydrazono)acetyl)carbamate